F[P-](F)(F)(F)(F)F.N1(N=NC2=C1C=CC=C2)O[P+](N(C)C)(N(C)C)N(C)C benzotriazol-1-yl-oxy-tris-(dimethyl-amino)-phosphonium hexafluorophosphate